C(C)OC(C(OC1=C(C=C(C=C1F)F)C1CCC(CC1)OCC1N(CCC1)C(=O)[O-])(F)F)=O 2-[([4-[2-(2-ethoxy-1,1-difluoro-2-oxoethoxy)-3,5-difluorophenyl]cyclohexyl]oxy) methyl]pyrrolidine-1-carboxylate